(1R,2R)-1,2-dimethylcyclopropane-1-carboxylic acid C[C@@]1([C@@H](C1)C)C(=O)O